pyrazolo[3,4-c]isoquinolin-5-one C=1N=NC2=NC(C=3C=CC=CC3C21)=O